1,3,5-benzenetricarbonyl-tri-pinacol C1(=CC(=CC(=C1)C(=O)CC(O)(C)C(C)(C)O)C(=O)CC(O)(C)C(C)(C)O)C(=O)CC(O)(C)C(C)(C)O